OC(C)C1=CC(=CN2C1=NC(=CC2=O)C2=CC1=CN(N=C1C=C2)C)C 9-(1-hydroxyethyl)-7-methyl-2-(2-methyl-2H-indazol-5-yl)-4H-pyrido[1,2-a]pyrimidin-4-one